(3-chloro-5-fluoro-4-(trifluoromethyl)phenyl)(methyl)sulfane ClC=1C=C(C=C(C1C(F)(F)F)F)SC